CC=1C=C2C(=C(C=NC2=CC1)C#N)C1=CC=C(C=C1)CS(=O)(=N)C 6-methyl-4-(4-((S-methylsulfonimidoyl)methyl)phenyl)quinoline-3-carbonitrile